2-bromo-N-(5-chloro-2-propoxybenzyl)-N-(4'-(N-propylaminosulfonyl)-[1,1'-biphenyl]-4-ylmethyl)acetamide BrCC(=O)N(CC1=CC=C(C=C1)C1=CC=C(C=C1)S(=O)(=O)NCCC)CC1=C(C=CC(=C1)Cl)OCCC